NC1NC=C(C1C(=O)NC1=C(C=CC=C1)F)C1=CC(=C(C=C1)F)F 2-amino-4-(3,4-difluorophenyl)-N-(2-fluorophenyl)dihydro-3H-pyrrole-3-carboxamide